3-(isopropyl-sulfonyl-1-methyl-1H-pyrazol-4-yl)pyrimidin-2,4-diamine C(C)(C)S(=O)(=O)C1=NN(C=C1N1C(N=CC=C1N)N)C